(4-(5-(difluoromethyl)-1,2,4-oxadiazol-3-yl)phenyl)(3,4-dihydroQuinolin-1(2H)-yl)methanone FC(C1=NC(=NO1)C1=CC=C(C=C1)C(=O)N1CCCC2=CC=CC=C12)F